O1C2(OCC1)CCOC1=C2C=CC=C1C(O)C=1N=CN(C1)C(C1=CC=CC=C1)(C1=CC=CC=C1)C1=CC=CC=C1 2,3-dihydrospiro[1-benzopyran-4,2'-[1,3]dioxolane]-8-yl[1-(triphenylmethyl)imidazol-4-yl]methanol